methyl 7-fluoro-4-[(3R)-1-methylpyrrolidin-3-yl]-6-[1-[3-(triazol-1-yl)propanoyl]-3,6-dihydro-2H-pyridin-5-yl]-1H-indole-2-carboxylate FC=1C(=CC(=C2C=C(NC12)C(=O)OC)[C@@H]1CN(CC1)C)C1=CCCN(C1)C(CCN1N=NC=C1)=O